[Cl].[Fe].[Cs] cesium iron chlorine